OC(C)(C)C1=CC=C2C=3C(=CC=C(C3NC2=C1)C(=O)N)C1=C(C(=CC=C1)N1C=NC2=CC=CC=C2C1=O)C 7-(2-hydroxypropan-2-yl)-4-[2-methyl-3-(4-oxoquinazolin-3-yl)phenyl]-9H-carbazole-1-carboxamide